1-((3aR,6aS)-5-((6-chloro-1H-indazol-4-yl)(hydroxy)methyl)hexahydrocyclopenta[c]pyrrol-2(1H)-yl)ethanone ClC1=CC(=C2C=NNC2=C1)C(C1C[C@@H]2[C@@H](CN(C2)C(C)=O)C1)O